N-(2-chloro-3'-(2,2,2-trifluoroacetyl)-[1,1'-biphenyl]-3-yl)-1,5-dimethyl-4,5,6,7-tetrahydro-1H-imidazo[4,5-c]pyridine-2-carboxamide ClC1=C(C=CC=C1NC(=O)C=1N(C2=C(CN(CC2)C)N1)C)C1=CC(=CC=C1)C(C(F)(F)F)=O